NC1=C(C(=NN1C(C)C)C1=CC=C(C=C1)CC(=O)NC1=NOC(=C1)C1=C(C=C(C=C1)F)F)C(=O)N 5-Amino-3-(4-(2-((5-(2,4-difluorophenyl)isoxazol-3-yl)amino)-2-oxoethyl)phenyl)-1-isopropyl-1H-pyrazole-4-carboxamide